C(CCC)OC(CCP(=O)(C1=CC=CC=C1)OCCCC)=O 3-(butoxyphenylphosphinyl)-propionic acid butyl ester